C(C)C(CCC1(OC2=C(C(=C(C(=C2CC1)C)O)C)C)C)CCCC(CCCC(C)C)C 2-(3-ethyl-7,11-dimethyldodecyl)-2,5,7,8-tetramethylchroman-6-ol